OC(C(=O)O)C α-hydroxypropionoic acid